BrC1=CC=C(C=C1)C(CC)N1C[C@@H](N(C[C@H]1CC)C1=CC(N(C=C1)C)=O)C 4-((2S,5R)-4-(1-(4-bromophenyl)propyl)-5-ethyl-2-methylpiperazin-1-yl)-1-methyl-2-oxo-1,2-dihydropyridine